ClC1=C(C=CC=C1)C1=NC=2N(C(N(C(C2N1C1=CC=C(C=C1)Cl)=O)C)=O)CC1=CC=C(C(=O)O)C=C1 4-[[8-(2-chlorophenyl)-7-(4-chlorophenyl)-1-methyl-2,6-dioxo-2,3,6,7-tetrahydro-1H-purin-3-yl]methyl]benzoic acid